C1(CC1)CN1C(N(C(C1=O)=O)CC1=NC(=NO1)CC(=O)N(C1=C(C=CC=C1)OC)CC1OCC=CC1)=O (5-((3-(cyclopropylmethyl)-2,4,5-trioxoimidazolidin-1-yl)methyl)-1,2,4-oxadiazol-3-yl)-N-((3,6-dihydro-2H-pyran-2-yl)methyl)-N-(2-methoxyphenyl)acetamide